FC1=CC(=C(C=C1C=1C=NC(=NC1)N([C@H]1COCC1)C)NC(=O)C1=CNC(C=C1C(F)(F)F)=O)N1C[C@@H](N([C@H](C1)C)C)C |r| N-[4-fluoro-5-[2-[methyl-[rac-(3R)-oxolan-3-yl]amino]pyrimidin-5-yl]-2-[rac-(3S,SR)-3,4,5-trimethylpiperazin-1-yl]phenyl]-6-oxo-4-(trifluoromethyl)-1H-pyridine-3-carboxamide